8-chloro-6,7-difluoro-1-[(1R,2S)-cis-2-fluoro-1-cyclopropyl]-1,4-dihydro-4-oxoquinoline-3-carboxylic acid ClC=1C(=C(C=C2C(C(=CN(C12)[C@H]1[C@H](C1)F)C(=O)O)=O)F)F